p-bromomethyl-benzaldehyde BrCC1=CC=C(C=O)C=C1